NC1=CC=C(C=N1)N1C[C@H](CCC1)N(CC1=CC(=NC=C1)OC)CC1=CN2C3=C(C(=C(C=C3C1=O)F)OC)OCC2C 6-((((S)-1-(6-aminopyridin-3-yl)piperidin-3-yl)((2-methoxypyridin-4-yl)methyl)amino)methyl)-9-fluoro-10-methoxy-3-methyl-2,3-dihydro-7H-[1,4]oxazino[2,3,4-ij]quinolin-7-one